NC1=CC=C(CCN2[C@H](O[C@@H](C2=O)C)C=2C(=NN(C2)C2=CC=C(C=C2)Br)C2=CNC=C2)C=C1 (2R,5R)-3-(4-aminophenethyl)-2-(1-(4-bromophenyl)-3-(1H-pyrrole-3-yl)-1H-pyrazol-4-yl)-5-methyloxazolidin-4-one